ClC1=NC=CC=2N1C(=NN2)C2=CC(=C(C=C2)OC)F 5-chloro-3-(3-fluoro-4-methoxyphenyl)-[1,2,4]triazolo[4,3-c]pyrimidine